C(C)(C)(C)OC(=O)N1CCC2(CNC(OC2)=O)CC1 3-oxo-2-oxa-4,9-diazaspiro[5.5]undecane-9-carboxylic acid tert-butyl ester